C(C)(C)(C)OC(=O)N(C=1N=CC2=C(N1)C(=CN2C(=O)OC(C)(C)C)C2=C(C=CC(=C2)Br)OC)C(=O)OC(C)(C)C N,N,5-tri-tert-butoxycarbonyl-7-(5-bromo-2-methoxyphenyl)-5H-pyrrolo[3,2-d]pyrimidin-2-amine